5-bromo-1-methylpyrazin-2-one BrC=1N=CC(N(C1)C)=O